CC1=NN=C(S1)NC(=O)C1=NN2C(C(N(CC2)CC2CC2)=O)=C1C1CC1 3-cyclopropyl-5-cyclopropylmethyl-4-oxo-4,5,6,7-tetrahydropyrazolo[1,5-a]pyrazine-2-carboxylic acid (5-methyl[1,3,4]thiadiazol-2-yl)amide